ClC=1C(=C2C=NNC2=C(C1F)CO)C1=CC=2N(C=C1)N=C(C2)NC(=O)[C@H]2[C@H](C2)F (1S,2S)-N-(5-(5-chloro-6-fluoro-7-(hydroxymethyl)-1H-indazol-4-yl)pyrazolo[1,5-a]pyridin-2-yl)-2-fluorocyclopropane-1-carboxamide